(2S,4r)-1-[(2S)-2-(4-cyclopropyl-triazol-1-yl)-3,3-dimethyl-butyryl]-N-(1,5-diazabicyclo[3.2.2]nonan-6-ylmethyl)-4-hydroxy-pyrrolidine-2-carboxamide C1(CC1)C=1N=NN(C1)[C@H](C(=O)N1[C@@H](C[C@H](C1)O)C(=O)NCC1N2CCCN(C1)CC2)C(C)(C)C